3-Benzyl-2-cyclohexyl-7-methoxy-4-phenyl-3,4-dihydroquinazoline C(C1=CC=CC=C1)N1C(=NC2=CC(=CC=C2C1C1=CC=CC=C1)OC)C1CCCCC1